C(C=C)C1=NC2=CC=CC=C2C(=C1)N allylquinoline-4-amine